2-thiaspiro[3.3]heptane-6-carboxylic acid 2,2-dioxide C1S(CC12CC(C2)C(=O)O)(=O)=O